S1SCC(C(C1)OC(C(=O)NO)C)OC(C(=O)NO)C 3'-((1,2-dithian-4,5-diyl)bis(oxy))bis(N-hydroxypropionamide)